3-morpholinopropane-1-sulfonic acid O1CCN(CC1)CCCS(=O)(=O)O